C1(=CC=CC=C1)C1=CC=C(C=C1)C1=CC(=CC(=C1)C(F)(F)F)NC1=C(C=CC=C1C)C 4'-phenyl-N-(2,6-dimethylphenyl)-5-(trifluoromethyl)-[1,1'-biphenyl]-3-amine